4-(bromoacetyl)-benzonitrile BrCC(=O)C1=CC=C(C#N)C=C1